C(C)N(C1=C2C(=NC(=C1)NC1=CC=C(C3=C1OCCO3)C(=O)N3CCC(CC3)N3CCOCC3)NC=C2C(F)(F)F)C (8-((4-(ethyl(methyl)amino)-3-(trifluoromethyl)-1H-pyrrolo[2,3-b]pyridin-6-yl)amino)-2,3-dihydrobenzo[b][1,4]dioxin-5-yl)(4-morpholinopiperidin-1-yl)methanone